C(C)(=O)NC1C[C@H]2CC(C[C@H]2C1)C(=O)NC1=NC=C(C(=C1)C=1C=C(N2CC(CC12)(C)C)C#N)Cl (2r,3aR,5r,6aS)-5-acetylamino-N-(5-chloro-4-(5-cyano-2,2-dimethyl-2,3-dihydro-1H-pyrrolizin-7-yl)pyridin-2-yl)octahydropentalene-2-carboxamide